ClC1=C(C(=O)NC2=C3C=NN(C3=CC=C2)C(C)C)C=C(C=C1)CNC(CC(C)(C)C)=O 2-chloro-5-{[(3,3-dimethylbutyryl)amino]methyl}-N-[1-(propan-2-yl)-1H-indazol-4-yl]benzamide